C(#N)CC(=O)C1=C2C(=NC=C1OCC1(CN(C1)C(=O)OC(C)(C)C)C)CCO2 tert-butyl 3-({[7-(2-cyanoacetyl)-2,3-dihydrofuro[3,2-b]pyridin-6-yl]oxy}methyl)-3-methylazetidine-1-carboxylate